C12CN(CC(O1)C2)C2=NN(C1=C2C=NC(=C1)NC(CC)=O)C1=NC(=NC(=C1)CC)C(C)(F)F N-(3-(6-oxa-3-azabicyclo[3.1.1]hept-3-yl)-1-(2-(1,1-difluoroethyl)-6-ethylpyrimidin-4-yl)-1H-pyrazolo[4,3-c]pyridin-6-yl)propionamide